ClC=1C(=NC(=NC1)C#N)C=1NC2=CC(=CC(=C2C(C1)=O)F)F 5-chloro-4-(5,7-difluoro-4-oxo-1,4-dihydroquinolin-2-yl)pyrimidine-2-carbonitrile